(R)-2'-(((S,E)-3-(((S)-2-amino-3-methylbutanoyl)oxy)-7-chlorohept-4-enamido)methyl)-4-methyl-4,5-dihydro-[2,4'-bithiazole]-4-carboxylic acid trifluoroacetic acid salt FC(C(=O)O)(F)F.N[C@H](C(=O)O[C@@H](CC(=O)NCC=1SC=C(N1)C=1SC[C@](N1)(C(=O)O)C)\C=C\CCCl)C(C)C